1-(4-(1-FLUORO-3-METHYL-CYCLOBUTYL)PYRIDIN-2-YL)-N-(1-METHYL-1H-INDAZOL-7-YL)-1H-PYRAZOLE-4-SULFONAMIDE FC1(CC(C1)C)C1=CC(=NC=C1)N1N=CC(=C1)S(=O)(=O)NC=1C=CC=C2C=NN(C12)C